C(CC)(=O)ON1C(C=CC1=O)=O 2,5-dioxo-2,5-dihydro-1H-pyrrol-1-yl propionate